C(N)(=N)C=1C=C(SC1)[C@@H](C)NC(=O)[C@H]1N(C[C@@H](C1)SC)C(CNC(=O)C=1C=CC=2C(C3=CC=CC=C3C2C1)(F)F)=O (2S,4R)-N-((R)-1-(4-carbamimidoylthiophen-2-yl)ethyl)-1-((9,9-difluoro-9H-fluorene-3-carbonyl)glycyl)-4-(methylthio)pyrrolidine-2-carboxamide